CN1CCC(CC1)NC1=CC=C(C=C1)[N+](=O)[O-] methyl-N-(4-nitrophenyl)piperidin-4-amine